BrC=1C(=C(C(=O)NC)C=C(C1)C)NC(C(C(F)(F)F)(C)C)=O 3-bromo-N,5-dimethyl-2-(3,3,3-trifluoro-2,2-dimethylpropanamido)benzamide